(trifluoromethoxy)-1H-indazol-3-amine FC(ON1N=C(C2=CC=CC=C12)N)(F)F